4-fluoro-N-((1R,2S)-2-methyl-1-((6aS,7aR)-5-(2-methyl-pyrimidin-4-yl)-6,6a,7,7a-tetra-hydro-5H-cyclopropa[c][1,5]naphthyridin-2-yl)cyclopropyl)-benzamide FC1=CC=C(C(=O)N[C@]2([C@H](C2)C)C=2N=C3[C@H]4[C@@H](CN(C3=CC2)C2=NC(=NC=C2)C)C4)C=C1